N,N-dipropyl-N,N-dihexyl-ammonium C(CC)[N+](CCCCCC)(CCCCCC)CCC